2,7-diazaspiro[3.5]nonan-2-yl(1,4-dioxan-2-yl)methanone 2,2,2-trifluoroacetic acid salt FC(C(=O)O)(F)F.C1N(CC12CCNCC2)C(=O)C2OCCOC2